ClC=1C=C(C=CC1F)N(C(=O)C1CC(=NN1C1=NC(=CC(=C1)C(F)(F)F)C)C(=O)N1C[C@@H](O[C@@H](C1)C)C)C N-(3-chloro-4-fluorophenyl)-3-((2S,6R)-2,6-dimethylmorpholine-4-carbonyl)-N-methyl-1-(6-methyl-4-(trifluoromethyl)pyridin-2-yl)-4,5-dihydro-1H-pyrazole-5-carboxamide